N-hydroxy-N-(4-(pyridin-3-ylamino)benzyl)pivalamide ON(C(C(C)(C)C)=O)CC1=CC=C(C=C1)NC=1C=NC=CC1